C(CCCC)C(=CCO)C=C 3-pentyl-2,4-pentadiene-1-ol